CC=1N2C=3C(=CC(=CC3C(=NCC2=NC1)C1=C(C=CC=C1)F)Cl)F Methyl-12-chloro-14-fluoro-9-(2-fluorophenyl)-2,5,8-triazatricyclo[8.4.0.02,6]tetradeca-1(10),3,5,8,11,13-hexaene